NC=1C(=C(C=CC1)C1=CC=C(C=C1)P(C)(C)=O)OC (3'-amino-2'-methoxy-[1,1'-biphenyl]-4-yl)dimethylphosphine oxide